(±)-3-ethyl-2-nitro-1-phenyl-4-heptanone C(C)C(C(CC1=CC=CC=C1)[N+](=O)[O-])C(CCC)=O